1-(4,5,8-Trichloro-2-((pyrimidin-5-ylmethyl)sulfinyl)quinolin-3-yl)ethan-1-one ClC1=C(C(=NC2=C(C=CC(=C12)Cl)Cl)S(=O)CC=1C=NC=NC1)C(C)=O